3-((3-carbamoyl-6-(2,6-difluorophenyl)pyridazin-4-yl)amino)benzoic acid tert-butyl ester C(C)(C)(C)OC(C1=CC(=CC=C1)NC1=C(N=NC(=C1)C1=C(C=CC=C1F)F)C(N)=O)=O